(4S,5aS)-2-chloro-12-(ethylthio)-1,4-difluoro-4,5,5a,6,9,10-hexahydro-8H-7-oxa-3,10a,11,13-tetraazanaphtho[1,8-ab]heptalene ClC=1C(=C2N=C(N=C3C2=C([C@H](C[C@H]2COCCCN32)F)N1)SCC)F